(S)-14-amino-N-(2-(1-(3-ethoxy-4-methoxyphenyl)-2-(methylsulfonyl)ethyl)-1,3-dioxoisoindolin-4-yl)-3,6,9,12-tetraoxatetradecan-1-amide NCCOCCOCCOCCOCC(=O)NC1=C2C(N(C(C2=CC=C1)=O)[C@H](CS(=O)(=O)C)C1=CC(=C(C=C1)OC)OCC)=O